COC1=CC=C(C=C1)C1(C=C(C2=C(O1)C=1C=C(C(=CC1C1=C2C(C2=CC(=C(C=C21)C)C)(C)CCC(=O)O)C)C)C(=O)O)C2=CC=C(C=C2)OC 3,3-bis(4-methoxyphenyl)-6,7,10,11-tetramethyl-13-(2-hydroxycarbonylethyl)carboxy-13-methyl-3H,13H-indeno[2',3':3,4]naphtho[1,2-b]pyran